1-(5-((2,3-dihydrobenzo[b][1,4]dioxin-5-yl)amino)-7-(methylamino)pyrazolo[1,5-a]pyrimidin-3-yl)-3-(3-hydroxy-3-methylcyclobutyl)urea O1C2=C(OCC1)C(=CC=C2)NC2=NC=1N(C(=C2)NC)N=CC1NC(=O)NC1CC(C1)(C)O